ClC1=NC2=CC=C(C=C2N=C1Cl)C(=O)Cl 2,3-dichloro-6-chlorocarbonyl-quinoxaline